2,4-dichlorophenoxychlorophenyl peroxide ClC1=C(OC=2C(=C(C=CC2)OOC2=C(C(=CC=C2)OC2=C(C=C(C=C2)Cl)Cl)Cl)Cl)C=CC(=C1)Cl